4-[2-cyano-4-[(2,6-dibenzyloxy-3-pyridinyl)amino]phenyl]-3,6-dihydro-2H-pyridine-1-carboxylic acid tert-butyl ester C(C)(C)(C)OC(=O)N1CCC(=CC1)C1=C(C=C(C=C1)NC=1C(=NC(=CC1)OCC1=CC=CC=C1)OCC1=CC=CC=C1)C#N